C(C)(C)OC(C)(C)C=1N=C(SC1)NC(=O)[C@H]1N(CCC1)CC1=CC=NC=C1 (S)-N-(4-(2-isopropoxypropan-2-yl)thiazol-2-yl)-1-(pyridin-4-ylmethyl)pyrrolidine-2-carboxamide